(R)-phosphine nitrogen [N].P